2-(2,6-dimethylphenyl)[1,2,4]triazolo[1,5-c]quinazolin CC1=C(C(=CC=C1)C)C1=NN2C=NC=3C=CC=CC3C2=N1